C(C)(=O)N[C@@H]1CC[C@H](CC1)C(=O)N(C[C@@H]1CC[C@H](CC1)C1=CC(=C(C=C1)OC)C)C1=CC(=CC=C1)C=1C=NN(C1)C(C)C trans-4-Acetamido-N-(3-(1-isopropyl-1H-pyrazol-4-yl)phenyl)-N-((trans-4-(4-methoxy-3-methylphenyl)cyclohexyl)methyl)-cyclohexanecarboxamide